BrCCCCCCCCCCCC(=O)O 12-bromododecanoic acid